3-(4-(3-(hydroxymethyl)azetidin-1-yl)-1-oxoisoindol-2-yl)piperidine-2,6-dione OCC1CN(C1)C1=C2CN(C(C2=CC=C1)=O)C1C(NC(CC1)=O)=O